CN(C)CCN(CCN(C)C)CCN(C)C tris-((N,N-dimethylamino)ethyl)amine